2-(benzyl-(ethyl)amino)-5-hydroxy-N-(isoxazol-4-yl)-1-methyl-6-oxo-1,6-dihydropyrimidine-4-carboxamide C(C1=CC=CC=C1)N(C=1N(C(C(=C(N1)C(=O)NC=1C=NOC1)O)=O)C)CC